O=C1NC(CCC1N1C(C2=CC=C(C=C2C1=O)OCCCOCCCOCCCCOC1=CC=C(C=C1)\C(=C(\CC)/C1=CC=CC=C1)\C1=CC=C(C=C1)O)=O)=O (Z)-2-(2,6-dioxopiperidin-3-yl)-5-(3-(3-(4-(4-(1-(4-hydroxyphenyl)-2-phenylbut-1-en-1-yl)phenoxy)butoxy)propoxy)propoxy)isoindoline-1,3-dione